(2Z)-3-amino-1-(4-cyanophenyl)-3-phenylprop-2-en-1-one N\C(=C/C(=O)C1=CC=C(C=C1)C#N)\C1=CC=CC=C1